ClC1C2COCCN(C12)C(=O)OCC1=CC=CC=C1 benzyl 8-chloro-5-oxa-2-azabicyclo[5.1.0]octane-2-carboxylate